C(CCCCCCCCCCCCC)OC(CNC(OC(C)(C)C)=O)COCCCCCCCCCCCCCC tert-butyl (2,3-bis(tetradecyloxy)propyl)carbamate